N,N-dimethyl-2-[(2R)-2-methylmorpholin-4-yl]-4-oxo-8-vinyl-chromene-6-carboxamide CN(C(=O)C=1C=C2C(C=C(OC2=C(C1)C=C)N1C[C@H](OCC1)C)=O)C